acetanilide chloride [Cl-].C(C)(=O)NC1=CC=CC=C1